tert-butyl (1R,5S)-3-(7-chloro-8-fluoro-2-(((S)-1-methylpyrrolidin-2-yl)methoxy)pyrido[4,3-d]pyrimidin-4-yl)-3,8-diazabicyclo[3.2.1]octane-8-carboxylate ClC1=C(C=2N=C(N=C(C2C=N1)N1C[C@H]2CC[C@@H](C1)N2C(=O)OC(C)(C)C)OC[C@H]2N(CCC2)C)F